NC1C(CC(C1CN)(C)C)C (5-amino-2,2,4-trimethylcyclopentyl)methylamine